C(=O)(OC(C)(C)C)N[C@@H](CCSC)C(=O)O Boc-methionine